C=1N=CN2C1C(=CC=C2)C2=NC=C(C=N2)NC2=C(C=CC=C2[N+](=O)[O-])C 2-(imidazo[1,5-a]pyridin-8-yl)-N-(2-methyl-6-nitrophenyl)pyrimidin-5-amine